(1R,9R)-6-(1H-indazol-7-yl)-10,10-dimethyl-4-(2-(2-propenoyl)-2,6-diazaspiro[3.4]octan-6-yl)-3-azatricyclo[7.1.1.02,7]undeca-2,4,6-triene-5-carbonitrile N1N=CC2=CC=CC(=C12)C=1C(=C(N=C2[C@H]3C([C@@H](CC12)C3)(C)C)N3CC1(CN(C1)C(C=C)=O)CC3)C#N